4-(2-fluoro-3-(4,4,5,5-tetramethyl-1,3,2-dioxaborolan-2-yl)phenyl)-2,5-dimethyl-2H-1,2,3-triazole FC1=C(C=CC=C1B1OC(C(O1)(C)C)(C)C)C1=NN(N=C1C)C